N[C@@]1(CN(CC1)C1=C(C=NC=C1C1=NC2=C(N1)C=CC=C2C)C(=O)NC2CCC(CC2)(F)F)C 4-[(3S)-3-amino-3-methylpyrrolidin-1-yl]-N-(4,4-difluorocyclohexyl)-5-(4-methyl-1H-1,3-benzodiazol-2-yl)pyridine-3-carboxamide